BrCC(=O)C1=CC2=C(N(C(N2)=O)C)C=C1 5-(2-bromoacetyl)-1-methyl-1H-benzo[d]imidazol-2(3H)-one